N-ethyl-3-fluoro-2-({3-[(E)-2-{6-[2-(pyrrolidin-1-yl)ethyl]pyridin-2-yl}vinyl]-1H-indazol-6-yl}thio)benzamide C(C)NC(C1=C(C(=CC=C1)F)SC1=CC=C2C(=NNC2=C1)\C=C\C1=NC(=CC=C1)CCN1CCCC1)=O